NC1=NC=2C=C(C=CC2C2=C1NC(N2CC2=CC=C(C=C2)CN2CCCC2)=O)S(=O)(=N)C 4-amino-7-(S-methylsulfonimidoyl)-1-(4-(pyrrolidin-1-ylmethyl)benzyl)-1,3-dihydro-2H-imidazo[4,5-c]quinolin-2-one